FC(C)(F)C1=NC(=CC(=N1)NC1=CC(=NC=C1C1=NN2C(CN(CC2)C)=C1)NC(C)=O)C N-(4-((2-(1,1-difluoroethyl)-6-methylpyrimidin-4-yl)amino)-5-(5-methyl-4,5,6,7-tetrahydropyrazolo[1,5-a]pyrazin-2-yl)pyridin-2-yl)acetamide